C(C)(C)(C)OC(=O)N1C[C@H](N(CC1)C=1C2=C(N=CN1)N(C=C2C2=C(C=CC=C2)F)S(=O)(=O)C2=CC=C(C)C=C2)C (R)-4-(5-(2-fluorophenyl)-7-tosyl-7H-pyrrolo[2,3-d]pyrimidin-4-yl)-3-methylpiperazine-1-carboxylic acid tert-butyl ester